[Si](C1=CC=CC=C1)(C1=CC=CC=C1)(C(C)(C)C)OC1CCC(CC1)N1C2=NC(=NC=C2NC1=S)Cl 9-((1r,4r)-4-((tert-butyldiphenylsilyl)oxy)cyclohexyl)-2-chloro-7,9-dihydro-8H-purine-8-thione